chloropyrrolo[2,3-d]pyrimidine ClC1=NC=C2C(N1)=NC=C2